p-propenyl-anethole C(=CC)C1(CC=C(C=C1)OC)C=CC